ClC1=CC(=C(C=C1)[C@@]1(OC2=C(O1)C=CC=C2C2CCN(CC2)CC=2N(C(=CN2)/C=C/C(=O)OCC)C[C@H](C)OC)C)F ethyl (E)-3-(2-((4-((S)-2-(4-chloro-2-fluorophenyl)-2-methylbenzo[d][1,3]dioxol-4-yl)piperidin-1-yl)methyl)-1-((S)-2-methoxypropyl)-1H-imidazol-5-yl)acrylate